CC=1C(=NC=CC1)C(CC1=CC=CC=C1)=O 1-(3-methylpyridin-2-yl)-2-phenylethan-1-one